C1(=CC=CC=C1)P(C=C)(C1=CC=CC=C1)=O Diphenyl(vinyl)phosphine oxide